C1CC=CC=2C3=CC=CC=C3C=CC12 Dihydro-phenanthren